CC(C)CCC(=CCCC(C)C)C1=C(C2=CC=CC=C2C=C1)C1=C(C=CC=C1)P(C1=CC=CC=C1)C1=CC=CC=C1 (2-(2-(2,9-dimethyldec-5-en-5-yl)naphthalen-1-yl)phenyl)diphenylphosphine